C(C=C)(=O)NC=1C=C(C=C(C1C)F)C1=C(NC2=NC=C(C=C21)C(=O)OC(C)C)C2=CC=C(C=C2)C2CCN(CC2)C isopropyl 3-(3-acrylamido-5-fluoro-4-methylphenyl)-2-(4-(1-methylpiperidin-4-yl)phenyl)-1H-pyrrolo[2,3-b]pyridine-5-carboxylate